tert-butyl 1-[3-(trimethylsilyl) prop-2-yn-1-yl]cyclopropane-1-carboxylate C[Si](C#CCC1(CC1)C(=O)OC(C)(C)C)(C)C